ethyl 3-(3-methoxypropoxy)-1H-pyrazole-4-carboxylate COCCCOC1=NNC=C1C(=O)OCC